(S)-3-(4-chlorophenyl)-4-((5-chloropyridin-2-yl)-methyl)-1-isopropyl-piperazine-2,5-dione ClC1=CC=C(C=C1)[C@H]1C(N(CC(N1CC1=NC=C(C=C1)Cl)=O)C(C)C)=O